1,2-dichloro-3-fluorobenzene ClC1=C(C(=CC=C1)F)Cl